C1OCC12CN(C2)S(=O)(=O)C=2C=CC(=C(C2)C2=CN=C1C(=NC=NN12)N)C 7-(5-((2-oxa-6-azaspiro[3.3]heptan-6-yl)sulfonyl)-2-methylphenyl)imidazo[2,1-f][1,2,4]triazin-4-amine